C(C1=CC=CC=C1)OC(CCCCCNC(CN(CC(=O)O)CC(=O)O)=O)=O 2,2'-[(2-{[6-(benzyloxy)-6-oxohexyl]amino}-2-oxoethyl)azanediyl]diacetic acid